4-chloro-N-(3-methyl-5-(phenylethynyl)pyridin-2-yl)-1-(tetrahydrofuran-3-yl)-1H-pyrazole-5-carboxamide ClC=1C=NN(C1C(=O)NC1=NC=C(C=C1C)C#CC1=CC=CC=C1)C1COCC1